BrC=1C=NN2C1N=C(C=C2)N2CCN(CC2)C(=O)OC2(CN(CC2)C(=O)OC(C)(C)C)C (1-tert-butoxycarbonyl-3-methyl-pyrrolidin-3-yl) 4-(3-bromopyrazolo[1,5-a]pyrimidin-5-yl)piperazine-1-carboxylate